C(C)(C)(C)N1N=C(C(=C1C)O)C1=C(C=CC(=C1)F)F 1-(tert-Butyl)-3-(2,5-difluorophenyl)-5-methyl-pyrazol-4-ol